m-bromoaniline BrC=1C=C(N)C=CC1